5-[7-[4-(3-hydroxyoxetan-3-yl)anilino]-3-methylimidazo[4,5-b]pyridin-5-yl]oxy-4-methylpyridin-2-carbonitrile OC1(COC1)C1=CC=C(NC2=C3C(=NC(=C2)OC=2C(=CC(=NC2)C#N)C)N(C=N3)C)C=C1